ClC=1C(=NC(=NC1)NC1CCOCC1)C1=CC=C2CN(C(C2=C1)=O)[C@@H](C(=O)O)C (2R)-2-(6-{5-chloro-2-[(oxacyclohexan-4-yl)amino]pyrimidin-4-yl}-1-oxo-2,3-dihydro-1H-isoindol-2-yl)propionic acid